triethyl-Pentylammonium C(C)[N+](CCCCC)(CC)CC